C(CCCCCCCCCCC)O 1-dodecanylhydroxid